Methyl-2-((4-benzoylphenyl)((1-methoxy-2-methyl-1-oxopropan-2-yl)oxy)amino)-2-methylpropanoat COC(C(C)(C)N(OC(C(=O)OC)(C)C)C1=CC=C(C=C1)C(C1=CC=CC=C1)=O)=O